tert-butyl N-[(1S)-3-fluoro-2-oxo-1-[[(3S)-2-oxopyrrolidin-3-yl]methyl]propyl]carbamate FCC([C@H](C[C@H]1C(NCC1)=O)NC(OC(C)(C)C)=O)=O